COC=1C=C(C=C2C1OCO2)C=CCO 3-(3-methoxy-4,5-methylenedioxyphenyl)-2-propen-1-ol